(1-(cyclopentanecarbonyl)piperidin-4-yl)(5-phenyl-4,5-dihydro-1H-pyrazol-1-yl)methanone C1(CCCC1)C(=O)N1CCC(CC1)C(=O)N1N=CCC1C1=CC=CC=C1